CS(=O)(=O)C=1N=CC2=C(N1)NC(C=C2)=O (methylsulfonyl)pyrido[2,3-d]pyrimidin-7(8H)-one